2-((1s,2s)-1-(2-chloro-5-fluorophenyl)-1-(1-(2-methoxyethyl)-5-methyl-1H-pyrazol-4-yl)propan-2-yl)-5-hydroxy-N-(isoxazol-4-yl)-1-methyl-6-oxo-1,6-dihydropyrimidine-4-carboxamide ClC1=C(C=C(C=C1)F)[C@@H]([C@H](C)C=1N(C(C(=C(N1)C(=O)NC=1C=NOC1)O)=O)C)C=1C=NN(C1C)CCOC